1-ethyl-3-butyl-sulfoimidazole p-toluenesulfonate CC1=CC=C(C=C1)S(=O)(=O)O.C(C)N1C(N(C=C1)CCCC)S(=O)(=O)O